CC1(N2C3=NC(=CC=C3C(NS(C3=CC=CC(N[C@H](CC[C@@H](C1)C2)C2=NC=CC=C2)=N3)(=O)=O)=O)C#N)C (14S,17R)-12,12-dimethyl-2,2,4-trioxo-17-(pyridin-2-yl)-2λ6-thia-3,9,11,18,23-pentaazatetracyclo[17.3.1.111,14.05,10]tetracosa-1(22),5,7,9,19(23),20-hexaene-8-carbonitrile